N(=[N+]=[N-])C=1C=C(C(CNCCSSCCNCC=2C(O)=CC(=CC2)N=[N+]=[N-])=CC1)O bis[2-(4-azidosalicylamino) ethyl] disulfide